FC1=C(C=O)C(=CC(=C1)Br)F 2,6-difluoro-4-bromobenzaldehyde